OC1=CC=C(CCNC(=O)[C@H]2C(CCC[C@@H]2C)(C)C)C=C1 (1R,6S)-N-(4-hydroxyphenethyl)-2,2,6-trimethylcyclohexane-1-carboxamide